Hexahydropyrrolo[1,2-a]pyrazin-6(2H)-one C1C2N(CCN1)C(CC2)=O